4-(2-(pyrimidin-2-ylamino)-4-(trifluoromethyl)phenyl)-5,6-dihydropyridine N1=C(N=CC=C1)NC1=C(C=CC(=C1)C(F)(F)F)C1=CC=NCC1